Ethyl 3-(1-methylcyclopropyl)-1H-pyrazole-5-carboxylate CC1(CC1)C1=NNC(=C1)C(=O)OCC